[Si](C1=CC=CC=C1)(C1=CC=CC=C1)(C(C)(C)C)OC1=C(C(=C(C(=O)OC2=C(C(=C(C(=O)OCOC)C(=C2C)C)C)CO)C(=C1)C)C)C methoxymethyl 4-((4-((tert-butyldiphenylsilyl)oxy)-2,3,6-trimethylbenzoyl)oxy)-3-(hydroxymethyl)-2,5,6-trimethylbenzoate